(S)-4-Bromo-2-((1,1,1-trifluoropropan-2-yl)oxy)benzoic acid BrC1=CC(=C(C(=O)O)C=C1)O[C@H](C(F)(F)F)C